COC1=NC(=CC=C1CN(C(OC(C)(C)C)=O)C[C@H]1NC(CC1)=O)B1OC(C(O1)(C)C)(C)C tert-Butyl (S)-((2-methoxy-6-(4,4,5,5-tetramethyl-1,3,2-dioxaborolan-2-yl)pyridin-3-yl)methyl)((5-oxopyrrolidin-2-yl)methyl)carbamate